N1C=C(C2=CC=CC=C12)C(CC1=C(C=CC=C1)NC(CCC(=O)OC)=O)C1=CNC2=CC=CC=C12 methyl 4-({2-[2,2-bis(1H-indol-3-yl) ethyl] phenyl} amino)-4-oxobutanoate